4-(hexahydropyrrolo[1,2-a]pyrazin-2(1H)-yl)-1H-benzo[d]imidazole C1C2N(CCN1C1=CC=CC=3NC=NC31)CCC2